N-(1-(1-((6-(Trifluoromethyl)benzo[b]thiophen-2-yl)methyl)-1,8-diazaspiro[4.5]decane-8-carbonyl)-1H-pyrazol-3-yl)methanesulfonamide FC(C=1C=CC2=C(SC(=C2)CN2CCCC23CCN(CC3)C(=O)N3N=C(C=C3)NS(=O)(=O)C)C1)(F)F